ClC1=C(C=C2C(=N1)NN=C2)NC2=CC(=C(C=C2)F)F 6-chloro-N-(3,4-difluorophenyl)-1H-pyrazolo[3,4-b]pyridin-5-amine